2-(2-fluoro-4-(methylsulfonyl)phenyl)-5-methoxy-N4-(4-methoxybenzyl)-N4-(5-methyl-1-(tetrahydro-2H-pyran-2-yl)-1H-pyrazol-3-yl)-6-(1-methyl-1H-pyrazol-4-yl)pyrimidine-2,4-diamine FC1=C(C=CC(=C1)S(=O)(=O)C)C1(NC(=C(C(=N1)N(C1=NN(C(=C1)C)C1OCCCC1)CC1=CC=C(C=C1)OC)OC)C=1C=NN(C1)C)N